O1C=C(C2=C1C=CC=C2)C[C@H](NC(CC2=CC=C1CCOCC1=C2)=O)B(O)O (R)-(2-(benzofuran-3-yl)-1-(2-(isochroman-7-yl)acetamido)ethyl)boronic acid